C1(CC1)COC1=C(C(=C(C(=C1F)F)F)F)S(=O)(=O)NC1=CC(=C(C=C1)OC)F 2-(cyclopropylmethoxy)-3,4,5,6-tetrafluoro-N-(3-fluoro-4-methoxyphenyl)benzenesulfonamide